1-((1r,3r)-3-(benzyloxy)cyclobutyl)-4-iodo-1H-pyrazole C(C1=CC=CC=C1)OC1CC(C1)N1N=CC(=C1)I